6-(Cyclopropylmethoxy)-N-[(2S)-1-(3-fluoropropoxy)-4-methylpent-2-yl]-5-(pyrrolidin-1-yl)pyridine-2-carboxamide C1(CC1)COC1=C(C=CC(=N1)C(=O)N[C@H](COCCCF)CC(C)C)N1CCCC1